C(=O)C1=CC=C(OC2=NC(=NC(=N2)OC2=CC=C(C=C2)C=O)OC2=CC=C(C=C2)C=O)C=C1 2,4,6-tris(4-formylphenoxy)-1,3,5-triazine